C(O[C@@H]1[C@@](O[C@H](C1)N1C=CC2=C1N=C(N=C2N)Cl)(C#C)CO[Si](C)(C)C(C)(C)C)(OC2=CC=CC=C2)=O (2R,3S,5R)-5-(4-amino-2-chloro-7H-pyrrolo[2,3-d]pyrimidin-7-yl)-2-(((tert-butyldimethylsilyl)oxy)methyl)-2-ethynyltetrahydrofuran-3-yl phenyl carbonate